fluorobutylphthalide FCCCCC1OC(=O)C2=CC=CC=C12